7-(((3S,4R)-3-fluoro-1-methylpiperidin-4-yl)amino)-1,1-dioxido-3-(2,2,2-trifluoroethyl)benzo[b]thiophen F[C@H]1CN(CC[C@H]1NC1=CC=CC2=C1S(C=C2CC(F)(F)F)(=O)=O)C